3-{[([3,3'-Bipyridyl]-5-yl)amino]methyl}-N-[(1S,2S)-2-hydroxycyclohexyl]-4-methylbenzamide N1=CC(=CC(=C1)NCC=1C=C(C(=O)N[C@@H]2[C@H](CCCC2)O)C=CC1C)C=1C=NC=CC1